naphtho[3,2,1-de]anthracene-5,9-dione C1C=CC=C2C(C=3C=CC=C4C(C=5C=CC=CC5C(C34)=C12)=O)=O